3'-Aminothymidine N[C@@]1(C[C@@H](O[C@@H]1CO)N1C(=O)NC(=O)C(C)=C1)O